FC=1C(=NC2=CC(=CC=C2C1C1=C2C=NNC2=CC=C1C)OC)N1CC2(CN(C2)C(C=C)=O)CC1 1-(6-(3-fluoro-7-methoxy-4-(5-methyl-1H-indazol-4-yl)-2-quinolinyl)-2,6-diazaspiro[3.4]octan-2-yl)-2-propen-1-one